2-{4-[5-chloro-2-(1,3-oxazol-5-yl)phenyl]-5-methoxy-2-oxopyridin-1(2H)-yl}butyric acid ClC=1C=CC(=C(C1)C1=CC(N(C=C1OC)C(C(=O)O)CC)=O)C1=CN=CO1